OC(CC(COOC(C(=O)O)(C)OC1=CC=CC=C1)C)C 4-hydroxy-2-methylpentyl-peroxyl-(2-phenoxypropionic acid)